ethyl (R)-3-(2-bromopyridin-4-yl)-3-((tert-butoxycarbonyl)amino)propanoate BrC1=NC=CC(=C1)[C@@H](CC(=O)OCC)NC(=O)OC(C)(C)C